N-[(1S)-1-(dicyclopropylmethyl)-2-[[5-[3,5-dimethyl-1-(2-trimethylsilylethoxymethyl)pyrazol-4-yl]-6-fluoro-2-pyridyl]amino]-2-oxo-ethyl]-3-isopropyl-triazole-4-carboxamide C1(CC1)C([C@@H](C(=O)NC1=NC(=C(C=C1)C=1C(=NN(C1C)COCC[Si](C)(C)C)C)F)NC(=O)C=1N(N=NC1)C(C)C)C1CC1